hexanediol diformate C(=O)OC(CCCCC)OC=O